C(C1=CC=CC=C1)C1([C@H](OCC2=CC=CC=C2)[C@@H](OCC2=CC=CC=C2)[C@@H](OC(CCC(=O)C)=O)[C@H](O1)C(=O)[O-])O[C@@H]1[C@H]([C@H](OCC=C)O[C@@H]([C@@H]1OCC1=CC=CC=C1)COCC1=CC=CC=C1)NC(C(Cl)(Cl)Cl)=O Allyl (benzyl 2,3-di-O-benzyl-4-O-levulinoyl-O-D-galactopyranosyluronate)-(1→3)-4,6-di-O-benzyl-2-deoxy-2-trichloroacetamido-β-D-galactopyranoside